(but-1-yn-1-yl)trisMethylsilane C(#CCC)[Si](C)(C)C